ethyl 3-(4-bromophenyl)-4-cyano-1-cyclopentyl-1H-pyrazole-5-carboxylate BrC1=CC=C(C=C1)C1=NN(C(=C1C#N)C(=O)OCC)C1CCCC1